C(C=C)[C@@]1(N(CCNC1)C(=O)OC(C)(C)C)CNC(=O)OC(C)(C)C tert-butyl (S)-2-allyl-2-(((tert-butoxycarbonyl)amino)methyl)piperazine-1-carboxylate